ClC1=C(NC2=NC=CC=C21)C2=NN(C1=C2C(=NC=C1)N)C(C)C 3-(3-Chloro-1H-pyrrolo[2,3-b]pyridin-2-yl)-1-isopropyl-1H-pyrazolo[4,3-c]pyridin-4-amine